methyl 4-(8-chloroimidazo[1,2-a]pyrazin-3-yl)-1-trityl-pyrazole-3-carboxylate ClC=1C=2N(C=CN1)C(=CN2)C=2C(=NN(C2)C(C2=CC=CC=C2)(C2=CC=CC=C2)C2=CC=CC=C2)C(=O)OC